OC1(CC2CC(CC2C1)C1=NN(C=C1C(=O)N)C)C=1SC=CN1 3-(5-hydroxy-5-(thiazol-2-yl)octahydropentalen-2-yl)-1-methyl-1H-pyrazole-4-carboxamide